(S,E)-(8-(3-(Difluoromethyl)-2-methylphenyl)-2,3-dihydrobenzo[b][1,4]dioxin-5-yl)(2-(hydroxymethyl)-4-(methoxyimino)pyrrolidin-1-yl)methanone FC(C=1C(=C(C=CC1)C1=CC=C(C2=C1OCCO2)C(=O)N2[C@@H](C\C(\C2)=N/OC)CO)C)F